Methyl 4-(2-(2-((2-chloro-3-(2,3-dichloropyridin-4-yl)phenyl)carbamoyl)-1-methyl-1,4,6,7-tetrahydro-5H-imidazo[4,5-c]pyridin-5-yl)ethyl)bicyclo[2.2.1]heptane-1-carboxylate ClC1=C(C=CC=C1C1=C(C(=NC=C1)Cl)Cl)NC(=O)C=1N(C2=C(CN(CC2)CCC23CCC(CC2)(C3)C(=O)OC)N1)C